ClC=1C=C(C=C(C1)Cl)C=1C=CC=C2C(=C(C=NC12)C(N[C@H]1CCOC2=CC=CC=C12)=O)N1[C@@H](CCC1)C(=O)O 1-{8-(3,5-dichlorophenyl)-3-[(4S)-3,4-dihydro-2H-chromen-4-ylcarbamoyl]quinolin-4-yl}-L-proline